tetrahydro-2H-pyran-4-methanone O1CCC(CC1)C=O